CC(C)NC(C)=O N-propan-2-ylacetamide